CP(=O)(C)C=1C=CC(=C(C(=O)NC2CCOCC2)C1)NCC#C 5-(dimethylphosphoryl)-2-(prop-2-yn-1-ylamino)-N-(tetrahydro-2H-pyran-4-yl)benzamide